ClC(CCCl)OP(=O)(OC(CCCl)Cl)OC(CCCl)Cl tris(1,3-dichloropropyl)phosphate